4-chloro-3-((3-chloro-5-(trifluoromethyl)pyridin-2-yl)-oxy)aniline (R)-methyl-2-((tert-butoxycarbonyl)amino)-3-iodopropanoate COC([C@H](CI)NC(=O)OC(C)(C)C)=O.ClC1=C(C=C(N)C=C1)OC1=NC=C(C=C1Cl)C(F)(F)F